O=S1(CCN(CC1)C(C#CC1=CC2=C(OC[C@@H](C(N2C)=O)NC(C2=NC=CC(=C2)OC2=CC=CC=C2)=O)C=C1)(C)C)=O (S)-N-(7-(3-(1,1-dioxidothiomorpholino)-3-methylbut-1-yn-1-yl)-5-methyl-4-oxo-2,3,4,5-tetrahydrobenzo[b][1,4]oxazepin-3-yl)-4-phenoxypicolinamid